ClC=1C=C(C=C(C1)Cl)/C(=C/C(=O)C1=NC=C(C2=C1SC=C2)C(=O)OC)/C(F)(F)F methyl 7-[(2Z)-3-(3,5-dichlorophenyl)-4,4,4-trifluoro-1-oxo-2-buten-1-yl]thieno[2,3-c]pyridine-4-carboxylate